N-((6-Aminopyridin-2-yl)sulfonyl)-5-(3,5-dichlorophenyl)-2-(2,2,4-trimethylpyrrolidin-1-yl)nicotinamid NC1=CC=CC(=N1)S(=O)(=O)NC(C1=C(N=CC(=C1)C1=CC(=CC(=C1)Cl)Cl)N1C(CC(C1)C)(C)C)=O